2-[2-[2-(2-bicyclo[2.2.1]hept-5-enylmethoxy)ethoxy]ethoxy]ethylmethanesulfonate C12C(CC(C=C1)C2)COCCOCCOCCCS(=O)(=O)[O-]